2,5-dihydroxy-4-(3-(1-hydroxy-1H-pyrazol-4-yl)phenylaminocarbonyl)benzoic acid OC1=C(C(=O)O)C=C(C(=C1)C(=O)NC1=CC(=CC=C1)C=1C=NN(C1)O)O